4-hydroxy-11-oxo-7-phenyl-1,2,7,11-tetrahydrobenzofuro[4,5-e]pyrido[1,2-c][1,3]oxazine-10-carboxylic acid OC1=CC2=C(C=3N(C(O2)C2=CC=CC=C2)C=C(C(C3)=O)C(=O)O)C=3CCOC31